Tert-butyl 3-[4-(2,4-dioxohexahydropyrimidin-1-yl)-8-isoquinolyl]pyrrolidine-1-carboxylate O=C1N(CCC(N1)=O)C1=CN=CC2=C(C=CC=C12)C1CN(CC1)C(=O)OC(C)(C)C